(5aR,5bS,7aS,8S,10aS,10bR)-5a,7a-dimethyl-2-(pyrimidin-2-ylamino)-5,5a,5b,6,7,7a,8,9,10,10a,10b,11-dodecahydro-4H-cyclopenta[7,8]phenanthro[2,1-d]thiazol-8-yl propionate C(CC)(=O)O[C@H]1CC[C@@H]2[C@@]1(CC[C@@H]1[C@]3(CCC=4N=C(SC4C3=CC[C@@H]21)NC2=NC=CC=N2)C)C